4,4,5,5-tetramethyl-2-(1'-phenylspiro[cyclopentane-1,9'-fluoren]-7'-yl)-1,3,2-dioxaborolane CC1(OB(OC1(C)C)C1=CC=C2C=3C=CC=C(C3C3(C2=C1)CCCC3)C3=CC=CC=C3)C